tert-Butyl 2-{[(chloromethoxy)carbonyl]oxy}ethyl (2E)-but-2-enedioate C(\C=C\C(=O)OCCOC(=O)OCCl)(=O)OC(C)(C)C